F[B-](F)(F)F.ClC=1C=CC2=C(N(N=N2)OC(=[N+](C)C)N(C)C)C1 O-(6-chlorobenzotriazole-1-yl)-1,1,3,3-tetramethyluronium tetrafluoroborate